C1(CC1)C=1C=CC=2N(C1)N=C(C2S(=O)(=O)CC)C(=O)OC methyl 6-cyclopropyl-3-ethylsulfonyl-pyrazolo[1,5-a]pyridine-2-carboxylate